N-[2-(3-formylcyclobutyl)-6-methoxy-indazol-5-yl]-6-(trifluoromethyl)pyridine-2-carboxamide C(=O)C1CC(C1)N1N=C2C=C(C(=CC2=C1)NC(=O)C1=NC(=CC=C1)C(F)(F)F)OC